C(C)OC1=CC=C(CN2CCN(CC2)C(CCC2=C(C=C(C=C2)O)O)=O)C=C1 1-(4-(4-ethoxybenzyl)piperazinyl)-3-(2,4-dihydroxyphenyl)-1-propanone